N1CC[C@@H](CCC1)OC=1C=2N(C=C(N1)C=1C=NN(C1)C)N=CC2 (R)-4-(azepan-4-yloxy)-6-(1-methylpyrazol-4-yl)pyrazolo[1,5-a]pyrazine